FC1(C[C@H](CC1)N1C(C(=CC=C1)NC(C1=C(C=C(C=C1)NS(NC)(=O)=O)N1C[C@@H]2C[C@@]2(CC1)C(F)F)=O)=O)F N-(1-((S)-3,3-difluorocyclopentyl)-2-oxo-1,2-dihydropyridin-3-yl)-2-((1R,6S)-6-(difluoromethyl)-3-azabicyclo[4.1.0]heptan-3-yl)-4-((N-methylsulfamoyl)amino)benzamide